5-Chloro-6-(4-(ethoxycarbonyl)piperidin-1-yl)nicotinic acid ClC=1C(=NC=C(C(=O)O)C1)N1CCC(CC1)C(=O)OCC